2-(2-(cyclopropanesulfonamido)pyrimidin-4-yl)-N-(4-(6-(2,2,2-trifluoroethoxy)pyrazin-2-yl)phenyl)butanamide C1(CC1)S(=O)(=O)NC1=NC=CC(=N1)C(C(=O)NC1=CC=C(C=C1)C1=NC(=CN=C1)OCC(F)(F)F)CC